COC1=CC=C(/C=N/O)C=C1 (E)-4-methoxybenzaldehyde oxime